COC(CC1=NN(C2=C1CN(CC2)C(=O)OC(C)(C)C)C2=CC=C(C=C2)C=C)=O tert-butyl 3-(2-methoxy-2-oxoethyl)-1-(4-vinylphenyl)-1,4,6,7-tetrahydro-5H-pyrazolo[4,3-c]pyridine-5-carboxylate